3-Isopropylaminopropan C(C)(C)NCCC